NC1=CC(=C2C(CCO2)=C1C#N)C1=CC=C(C=C1)OC(F)(F)F 5-amino-7-[4-(trifluoromethoxy)phenyl]-2,3-dihydrobenzofuran-4-carbonitrile